4-(4-(4-(3-acrylamidophenylamino)-5-fluoropyrimidin-2-ylamino)phenoxy)-N-methylpicolinamide C(C=C)(=O)NC=1C=C(C=CC1)NC1=NC(=NC=C1F)NC1=CC=C(OC2=CC(=NC=C2)C(=O)NC)C=C1